COC(C1=C(C=C(C(=C1)F)Br)CBr)=O 4-bromo-2-(bromomethyl)-5-fluorobenzoic acid methyl ester